C(=O)C1=C(C=C(C=C1)NC(C)=O)[N+](=O)[O-] N-(4-FORMYL-3-NITRO-PHENYL)-ACETAMIDE